Ethyl (5S)-2-(2,6-difluoropyridin-3-yl)-5-methyl-6,7-dihydro-5H-pyrazolo[5,1-b][1,3]oxazine-3-carboxylate FC1=NC(=CC=C1C1=NN2C(O[C@H](CC2)C)=C1C(=O)OCC)F